3-(4-Ethoxyphenyl)-1-(2-hydroxy-4,6-dimethoxyphenyl)prop-2-en-1-one C(C)OC1=CC=C(C=C1)C=CC(=O)C1=C(C=C(C=C1OC)OC)O